5-((2,3-dichlorophenyl)thio)-6-methyl-N-(piperidin-4-ylmethyl)pyrazin-2-amine ClC1=C(C=CC=C1Cl)SC=1N=CC(=NC1C)NCC1CCNCC1